3-(3-oxo-3-(4-(3-(trifluoromethyl)phenyl)piperazin-1-yl)propyl)-3,5-dihydro-4H-pyrimido[5,4-b]indol-4-one O=C(CCN1C=NC2=C(NC=3C=CC=CC23)C1=O)N1CCN(CC1)C1=CC(=CC=C1)C(F)(F)F